BrC=1C(=C(C(=C(C=O)C1)F)F)F 5-bromo-2,3,4-trifluorobenzaldehyde